COC(=O)C1=NC(=C(C=C1[N+](=O)[O-])C(F)(F)F)N1[C@@H](COCC1)CC=C.CN(C(C1=CC=CC=C1)=O)C=1C=NC(=CC1)C(C)C=CC1=CC=CC=C1 N-Methyl-N-(6-(4-phenylbut-3-en-2-yl)pyridin-3-yl)benzamide Methyl-6-[(3R)-3-allylmorpholin-4-yl]-3-nitro-5-(trifluoromethyl)pyridine-2-carboxylate